2-naphthalenesulfonyl azide C1=C(C=CC2=CC=CC=C12)S(=O)(=O)N=[N+]=[N-]